4,6-difluoro-7-butoxydibenzo[B,d]thiophen-3-ol FC1=C(C=CC2=C1SC1=C2C=CC(=C1F)OCCCC)O